ethyl (S)-2-(1-cyclobutyl-2-(2,2-dimethylcyclopropane-1-carboxamido)-7-fluoro-1H-benzo[d]imidazol-6-yl)acetate C1(CCC1)N1C(=NC2=C1C(=C(C=C2)CC(=O)OCC)F)NC(=O)[C@@H]2C(C2)(C)C